2-((4-(((3-chlorophenyl)(phenyl)carbamoyloxy)methyl)cyclohexyl)methoxy)acetic acid ClC=1C=C(C=CC1)N(C(=O)OCC1CCC(CC1)COCC(=O)O)C1=CC=CC=C1